(4-amino-1-(5-(2-methoxy-6-methylpyridin-3-yl)imidazo[2,1-b][1,3,4]thiadiazol-2-yl)piperidin-4-yl)methanol NC1(CCN(CC1)C1=NN2C(S1)=NC=C2C=2C(=NC(=CC2)C)OC)CO